Cl.NC(CC(=O)O)CC1=NN(N=C1)C1=CC=C(C=C1)OC1=NC=C(C=C1F)Cl 3-amino-4-(2-(4-((5-chloro-3-fluoropyridin-2-yl)oxy)phenyl)-2H-1,2,3-triazol-4-yl)butanoic acid hydrochloride